ClCC(=O)N(CC(C)C)C1CS(=O)(=O)CC1 2-chloro-N-(sulfolane-3-yl)-N-isobutylacetamide